N-(4-vinylbenzyl)iminodiacetic acid C(=C)C1=CC=C(CN(CC(=O)O)CC(=O)O)C=C1